NC1=C(C=C(C(=C1)Cl)F)NS(=O)(=O)C N-(2-amino-4-chloro-5-fluorophenyl)methanesulfonamide